FC(C=1C=C(CN2C=3N(CC(C2)CNC(C=C)=O)N=CC3)C=CC1)(F)F N-((4-(3-(trifluoro-methyl)benzyl)-4,5,6,7-tetrahydropyrazolo[1,5-a]pyrimidin-6-yl)methyl)acrylamide